C(C1=CC=CC=C1)OC([C@H](C\C=C/C1N(CCOC1)C(=O)OC(C)(C)C)NC(=O)OCC1=CC=CC=C1)=O tert-butyl 3-((S,Z)-5-(benzyloxy)-4-(((benzyloxy)carbonyl)amino)-5-oxopent-1-en-1-yl)morpholine-4-carboxylate